dimethyl-1,3-dioxane-4,6-dione CC1(OC(CC(O1)=O)=O)C